C\C=C/CC (Z)-2-pentene